NC=1C=C(C(=O)OC)C=CC1[N+](=O)[O-] Methyl 3-amino-4-nitrobenzoate